COC1=NCCN(C1)C(=O)OC(C)(C)C Tert-butyl 5-methoxy-3,6-dihydropyrazine-1(2H)-carboxylate